FC(C(=O)O)(F)F.C[C@@H]1N(C2=CC=CC=C2[C@@H](C1)NC1=CC=C(C=C1)CCC1=CN=C2N1CCNC2)C(CC)=O 1-((2S,4R)-2-methyl-4-((4-((5,6,7,8-tetrahydroimidazo[1,2-a]pyrazin-3-yl)ethyl)phenyl)amino)-3,4-dihydroquinolin-1(2H)-yl)propan-1-one trifluoroacetate